(R)-4-(8-bromo-6-methyl-2-(1-methyl-1H-pyrazol-5-yl)imidazo[1,5-a]pyrimidin-4-yl)-3-methyl-morpholin BrC=1N=C(N2C1N=C(C=C2N2[C@@H](COCC2)C)C2=CC=NN2C)C